C(C=C)(=O)N[C@H]1[C@@H](CCC1)NC(=O)C=1SC=2N=CC=C3N(C(NC1C23)=O)C2=CC(=NC=C2)C2=CC=CC=C2 N-((1R,2R)-2-Acrylamidocyclopentyl)-4-oxo-5-(2-phenylpyridin-4-yl)-4,5-dihydro-3H-1-thia-3,5,8-triazaacenaphthylene-2-carboxamide